5-((1S,2R)-1-(6-chloro-4-methyl-1,1-dioxido-3,4-dihydro-2H-pyrido[3,2-e][1,2,4]thiadiazin-2-yl)-2-(6-fluoro-2,3-dimethylphenyl)propyl)-1,3,4-oxadiazol-2(3H)-one ClC1=CC=2N(CN(S(C2N=C1)(=O)=O)[C@@H]([C@H](C)C1=C(C(=CC=C1F)C)C)C1=NNC(O1)=O)C